rac-(R,Z)-2-(1-hydroxycyclooct-4-en-1-yl)acetic acid O[C@]1(CC\C=C/CCC1)CC(=O)O |r|